CC(C#CCN1C(C2=CC=CC=C2C1=O)=O)C 2-(4-methylpent-2-ynyl)isoindoline-1,3-dione